hexyl-oxyphenol C(CCCCC)OC1=C(C=CC=C1)O